N1=C(C=CC=C1)/C=C/C1=NNC2=CC(=CC=C12)SC=1C=C(C=CC1)NC(C(C)C)=O (E)-N-(3-((3-(2-(pyridin-2-yl)vinyl)-1H-indazol-6-yl)thio)phenyl)isobutyramide